ClC1=NC(=NC=C1C(F)(F)F)NC1=CC=C(C=C1)S(=O)(=O)NC([2H])([2H])[2H] 4-((4-chloro-5-(trifluoromethyl)pyrimidin-2-yl)amino)-N-(methyl-d3)benzenesulfonamide